The molecule is a 1,2-diacyl-sn-glycero-3-phosphoethanolamine in which the 1- and 2-acyl groups are specified as docosanoyl and tetradecanoyl respectively. It has a role as a mouse metabolite and a rat metabolite. It is a 1,2-diacyl-sn-glycero-3-phosphoethanolamine and a phosphatidylethanolamine 36:0. It derives from a docosanoic acid and a tetradecanoic acid. CCCCCCCCCCCCCCCCCCCCCC(=O)OC[C@H](COP(=O)(O)OCCN)OC(=O)CCCCCCCCCCCCC